C(C)N1C2=NC(=NC(=C2N=C1C1=CC=NC=C1)N1CCOCC1)N1N=C(C(=C1)C1=CC=CC=C1)CO (1-(9-ethyl-6-morpholino-8-(pyridin-4-yl)-9H-purin-2-yl)-4-phenyl-1H-pyrazol-3-yl)methanol